FC1=CC=C(C=C1)C1=NN=C(S1)CNC 1-(5-(4-fluorophenyl)-1,3,4-thiadiazole-2-yl)-N-methylmethylamine